C(C)OC(COCC)N(C)C N,N-dimethylaminoethylene glycol diethyl ether